methyl 3-carbamoylbicyclo[1.1.1]pentane-1-carboxylate C(N)(=O)C12CC(C1)(C2)C(=O)OC